N,N-dimethyl-N'-ethoxycarbonyl-formamidine CN(C=NC(=O)OCC)C